C(C)(CC)[Al](C(C)CC)C(C)CC tri-s-butyl-Aluminum